9,9-bis(4-(2-hydroxyethoxy)-3-methylphenyl)fluorene OCCOC1=C(C=C(C=C1)C1(C2=CC=CC=C2C=2C=CC=CC12)C1=CC(=C(C=C1)OCCO)C)C